(E)-4-[4-(3-chloro-10,11-dihydro-5H-dibenzo[b,f]azepin-5-yl)butyl-methyl-amino]-N-methoxy-N-methyl-but-2-enamide ClC=1C=CC2=C(N(C3=C(CC2)C=CC=C3)CCCCN(C/C=C/C(=O)N(C)OC)C)C1